C(C)C(C(C(=O)OCCOCCOCCOCCN1CCN(CC1)CCOCCOCCOCCO)=NNC1=C(C=C(C=C1)F)F)=NO 2-[2-[2-[2-[4-[2-[2-[2-(2-hydroxyethoxy)ethoxy]ethoxy]ethyl]piperazin-1-yl]ethoxy]ethoxy]ethoxy]ethanol ethyl-2-[(2,4-difluorophenyl)hydrazono]-3-hydroxyimino-propionate